1-(2-(Dimethylphosphoryl)-4-(3-ethyl-1H-pyrrolo[2,3-b]pyridin-5-yl)phenyl)pyrrolidin-2-one CP(=O)(C)C1=C(C=CC(=C1)C=1C=C2C(=NC1)NC=C2CC)N2C(CCC2)=O